tert-butyl (R)-4-((2-(3-cyanopyrrolo[1,2-b]pyridazin-7-yl)-5-((2-fluoro-3-hydroxy-3-methylbutyl)carbamoyl)pyridin-4-yl)amino)piperidine-1-carboxylate C(#N)C1=CC=2N(N=C1)C(=CC2)C2=NC=C(C(=C2)NC2CCN(CC2)C(=O)OC(C)(C)C)C(NC[C@H](C(C)(C)O)F)=O